4-(2-chloro-5-methoxypyridin-4-yl)-6-[(E)-(hydroxyimino)methyl]pyridin ClC1=NC=C(C(=C1)C1=CC=NC(=C1)/C=N/O)OC